C1(=CC=CC=C1)OCCOCCO Diethylene glycol monoPhenyl ether